CN1C(C(=C(C2=CC=C(C=C12)N1C(CCC1)=O)N1CCC(CC1)OC1=CC=C(C=C1)OC(F)(F)F)C#N)=O 1-methyl-2-oxo-7-(2-oxopyrrolidin-1-yl)-4-{4-[4-(trifluoromethoxy)phenoxy]piperidin-1-yl}-1,2-dihydroquinoline-3-carbonitrile